FC1=CC(=C(C=C1C1=CCCN(C1)C1=NC=C(C=N1)C=O)NC(=O)C1=CNC(C=C1C(F)(F)F)=O)N1C[C@H](N([C@H](C1)C)C)C |r| N-[4-fluoro-5-[1-(5-formylpyrimidin-2-yl)-3,6-dihydro-2H-pyridin-5-yl]-2-[rac-(3R,5S)-3,4,5-trimethylpiperazin-1-yl]phenyl]-6-oxo-4-(trifluoromethyl)-1H-pyridine-3-carboxamide